4-[6-chloro-5-cyano-4-(trifluoromethyl)-2-pyridinyl]pyrazole-1-carboxylic acid tert-butyl ester C(C)(C)(C)OC(=O)N1N=CC(=C1)C1=NC(=C(C(=C1)C(F)(F)F)C#N)Cl